1-[5-methyl-1-[4-(trifluoromethoxy)phenyl]pyrazol-3-yl]-4-(4-piperidyl)piperazine CC1=CC(=NN1C1=CC=C(C=C1)OC(F)(F)F)N1CCN(CC1)C1CCNCC1